COC(=O)C12CCC(CC1)(CC2)C2OC=1C(=CC=3CCNC(C3C1C)=O)O2 methyl-4-(4-methyl-5-oxo-5,6,7,8-tetrahydro-[1,3]dioxolo[4,5-g]isoquinolin-2-yl)bicyclo[2.2.2]octan-1-carboxylate